N-[4-[4-[2-(dimethylamino)ethyl]piperazine-1-carbonyl]-3-ethyl-phenyl]-5-(3-fluoro-4-isopropoxy-phenyl)-1-methyl-imidazole-2-carboxamide CN(CCN1CCN(CC1)C(=O)C1=C(C=C(C=C1)NC(=O)C=1N(C(=CN1)C1=CC(=C(C=C1)OC(C)C)F)C)CC)C